C(C)N(C(C1=C(C=CC=C1)C)=O)C1=NN(C(=N1)C(F)(F)F)CC N-ethyl-N-(1-ethyl-5-(trifluoromethyl)-1H-1,2,4-triazol-3-yl)-2-methylbenzamide